N-Methyl-N-(Methylbenzyl)formamide C[C@@H](C1=CC=CC=C1)N(C)C=O